C1(=CC=CC=C1)S(=O)(=O)C=1C=C2C(=CN(C2=CC1)C(C(=O)NC1=C(C=CC(=C1)N1CCNCC1)C)C)C [5-(benzenesulfonyl)-3-methyl-indol-1-yl]-N-(2-methyl-5-piperazin-1-yl-phenyl)propanamide